ClC=1C(=CC(=NC1)OC)C1=CC(=NN1)C(=O)N1CCC(CC1)C(=O)NC1C2=C(N(S(C1)(=O)=O)C)C=CC=C2 1-(5-(5-chloro-2-methoxypyridin-4-yl)-1H-pyrazole-3-carbonyl)-N-(1-methyl-2,2-dioxido-3,4-dihydro-1H-benzo[c][1,2]thiazin-4-yl)piperidine-4-carboxamide